BrC=1C=C2C(=NC1)C=CN2C[C@@H]2CC[C@H](CC2)C(=O)OC methyl trans-4-[(6-bromopyrrolo[3,2-b]pyridin-1-yl)methyl]cyclohexane-carboxylate